(2S)-1-hydroxy-4-methoxybutan OCCCCOC